CC(C)(C(C)C)O 2,3-Di-Methyl-2-butanol